O1CCN(CC1)C(=O)C=1N=C2N(C(=NC(=C2)N/N=C/C=2C=C(C=CC2)C)N2CCOCC2)C1 morpholino-[5-morpholino-7-[(2E)-2-(m-tolylmethylene)hydrazino]imidazo[1,2-c]pyrimidin-2-yl]methanone